C(CCCCCCC\C=C/C\C=C/CCCCC)C(C(CN(C)C)CCCCCCCC\C=C/C\C=C/CCCCC)OC(N)=O 1,2-dilinoleyl-carbamoyloxy-3-dimethylaminopropane